N[C@@]1(CN(CC1)C1=C(C=NC(=C1C1=CC(=CC(=C1)F)F)C#N)C(=O)NCC1=NC=CC=N1)C 4-[(3S)-3-amino-3-methylpyrrolidin-1-yl]-6-cyano-5-(3,5-difluorophenyl)-N-[(pyrimidin-2-yl)methyl]pyridine-3-carboxamide